N-benzyl-3-(cyclopropylmethoxy)-N-methyl-2-(pyridin-2-yl)-4,5,6,7-tetrahydro-2H-indazol-5-amine C(C1=CC=CC=C1)N(C1CC2=C(N(N=C2CC1)C1=NC=CC=C1)OCC1CC1)C